C(C=C)C1=CC(=CC2=C(C=C(C=C12)CC=C)CC=C)CC=C 1,3,5,7-tetraallylnaphthalene